COC1=CC=C(C=C1)S(=O)(=O)N1CCCCC1 1-((4-methoxyphenyl)sulfonyl)piperidine